C(C)N(C(CC1=CC=CC=C1)=O)CC N,N-diethylbenzeneacetamide